3-bromo-1-(4-methoxybenzyl)-1H-1,2,4-triazol BrC1=NN(C=N1)CC1=CC=C(C=C1)OC